C(#N)C1=CC(=C(C=C1C)NS(=O)(=O)C1=CNC(=C1)C1=CC=C(C=C1)F)F N-(4-cyano-2-fluoro-5-methylphenyl)-5-(4-fluorophenyl)-1H-pyrrole-3-sulfonamide